N-(((3aR,4R,6S,6aS)-6-(4-Aminopyrrolo[2,1-f][1,2,4]triazin-7-yl)-2,2-dimethyltetrahydrofuro[3,4-d][1,3]dioxol-4-yl)methyl)-[1,1'-biphenyl]-4-sulfonamide NC1=NC=NN2C1=CC=C2[C@@H]2O[C@@H]([C@@H]1[C@H]2OC(O1)(C)C)CNS(=O)(=O)C1=CC=C(C=C1)C1=CC=CC=C1